CN(C1=CC=NC2=C(C=CC=C12)S(=O)(=O)NC1=C(C=CC=C1)C#CC=1C(=CC=NC1)OC)C 5-[2-(4-Dimethylamino-chinolin-8-sulfonylamino)-phenylethynyl]-4-methoxy-pyridin